C12(CC3CC(CC(C1)C3)C2)NC(=O)NC23CC1(CC(CC(C2)C1)C3)NCC(=O)N3CC1=CC=CC=C1C3 1-(adamantan-1-yl)-3-(3-((2-(isoindolin-2-yl)-2-oxoethyl)amino)adamantan-1-yl)urea